9-hydroxy-2-(2-hydroxypropan-2-yl)imidazo[1,2-a]quinoline-4-carboxamide OC=1C=CC=C2C=C(C=3N(C12)C=C(N3)C(C)(C)O)C(=O)N